C(C1=CC=CC=C1)N1C(=CC(=C1)C1=C(C=CC(=C1)F)F)[C@@H](C(C)(C)C)N(CCCNC(OCC[Si](C)(C)C)=O)C(C1=CC=C(C=C1)[N+](=O)[O-])=O 2-(trimethylsilyl)ethyl {3-[{(1R)-1-[1-benzyl-4-(2,5-difluorophenyl)-1H-pyrrol-2-yl]-2,2-dimethylpropyl}(4-nitrobenzoyl)amino]propyl}carbamate